OC=1C(=NC(=NC1)N1CCN(CC1)C(=O)OC(C)(C)C)C tert-Butyl 4-(5-hydroxy-4-methylpyrimidin-2-yl)piperazine-1-carboxylate